(2S,3R)-1-((S)-tert-butylsulfinyl)-3-(methoxycarbonyl)aziridine-2-carboxylic acid C(C)(C)(C)[S@](=O)N1[C@@H]([C@@H]1C(=O)OC)C(=O)O